Tert-butyl 3-(6-chloro-5-fluoro-8-methoxy-3-methyl-2,7-naphthyridin-1-yl)-3,8-diazabicyclo[3.2.1]octane-8-carboxylate ClC=1C(=C2C=C(N=C(C2=C(N1)OC)N1CC2CCC(C1)N2C(=O)OC(C)(C)C)C)F